BrC=1C=C2C(=CC1)C(N(CC21CC1)CC(=O)NC1=NC=C(C=N1)N1N=CC=C1)=O 2-(6-bromo-1-oxospiro[3H-isoquinoline-4,1'-cyclopropan]-2-yl)-N-(5-pyrazol-1-ylpyrimidin-2-yl)acetamide